CC/C=C\\CC1C(CCC1=O)CC(=O)[O-] The molecule is a 5-oxo monocarboxylic acid anion obtained by deprotonation of the carboxy group of any diastereomer of jasmonic acid; major species at pH 7.3. It has a role as a member of jasmonates.